4-bromo-6-methylpyridazin-3(2H)-one BrC=1C(NN=C(C1)C)=O